CC1=C(C(=O)[O-])C=C(C=N1)[N+](=O)[O-] 2-methyl-5-nitronicotinate